ethyl-2-((ethoxycarbonothioyl)thio)-2-methylpropanoate C(C)OC(C(C)(C)SC(=S)OCC)=O